ClC1=CC2=C([C@@H](OCC2)C2C(C(CO2)O)O)S1 5-((S)-2-chloro-4,7-dihydro-5H-thieno[2,3-c]Pyran-7-yl)tetrahydrofuran-3,4-diol